FC=1C=C(CN2C(N(CC3=CC=C(C=C23)C(=O)NCC=2OC(=CC2)C)C)=O)C=C(C1)F 1-(3,5-difluorobenzyl)-3-methyl-N-((5-methylfuran-2-yl)methyl)-2-oxo-1,2,3,4-tetrahydroquinazoline-7-carboxamide